OC1(CCC1)C(=O)NC1=C(C=CC=C1)\C=C\C(=O)NO (E)-1-hydroxy-N-(2-(3-(hydroxyamino)-3-oxoprop-1-en-1-yl)phenyl)cyclobutane-1-carboxamide